5-((2-(benzylamino)cyclohexyl)(methyl)amino)-2-(2,6-dioxopiperidin-3-yl)isoindoline-1,3-dione C(C1=CC=CC=C1)NC1C(CCCC1)N(C=1C=C2C(N(C(C2=CC1)=O)C1C(NC(CC1)=O)=O)=O)C